COC(=O)C=1C=C(C=2N(C1)C(=CN2)I)C 3-iodo-8-methyl-imidazo[1,2-a]pyridine-6-carboxylic acid methyl ester